CC=1C=CC(=C(C1)N1/C(/SCC1=O)=N/C(OCC(C1=CC=C(C=C1)C1=NN(C=N1)C1=CC=C(C=C1)OC(F)(F)F)F)=O)OCC(F)(F)F 2-Fluoro-2-(4-(1-(4-(trifluoromethoxy)phenyl)-1H-1,2,4-triazol-3-yl)phenyl)ethyl (Z)-(3-(5-methyl-2-(2,2,2-trifluoroethoxy)phenyl)-4-oxothiazolidin-2-ylidene)carbamate